FC=1C(N(C=C(C1C)CC=O)C(C(=O)OCC)CC(C)C)=O ethyl 2-(3-fluoro-4-methyl-2-oxo-5-(2-oxoethyl)pyridin-1(2H)-yl)-4-methylpentanoate